CN(C1(CN(C1)C(=O)OC(C)(C)C)COC)C tert-butyl 3-(dimethylamino)-3-(methoxymethyl)azetidine-1-carboxylate